1-(2,4-dichloro-5-tetrahydrothiopyran-4-yloxy-phenyl)-3-[(1S)-1-(2-pyrimidin-2-yl-1,2,4-triazol-3-yl)ethyl]urea ClC1=C(C=C(C(=C1)Cl)OC1CCSCC1)NC(=O)N[C@@H](C)C=1N(N=CN1)C1=NC=CC=N1